I\C(\C(=O)OC)=C/OC methyl (Z)-2-iodo-3-methoxy-propenoate